C(C1=CC=CC=C1)OCC1CCC(CC1)C1=NC2=C(N1)C=C(C(=C2)C(=O)OC)NC(=O)C2=NC(=CC=C2)C(F)(F)F Methyl 2-[4-(benzyloxymethyl)cyclohexyl]-6-[[6-(trifluoromethyl)pyridine-2-carbonyl] amino]-1H-benzimidazole-5-carboxylate